2-((2-Fluoro-4-((trimethylsilyl)ethynyl)phenyl)amino)-N-(2-hydroxyethoxy)-1-methyl-1H-pyrrolo[2,3-b]pyridine-3-carboxamide FC1=C(C=CC(=C1)C#C[Si](C)(C)C)NC1=C(C=2C(=NC=CC2)N1C)C(=O)NOCCO